2-(((3S,6S,7aS,8aR,9aR)-3-((6R,7S)-7-cyano-6-(pyridin-3-yl)-4-azaspiro[2.4]heptane-4-carbonyl)-5-oxodecahydro-1H-cyclopropa[d]pyrrolo[1,2-a]azocin-6-yl)carbamoyl)benzo[b]thiophen C(#N)[C@H]1[C@@H](CN(C12CC2)C(=O)[C@@H]2CC[C@H]1N2C([C@H](C[C@H]2[C@@H](C1)C2)NC(=O)C2=CC1=C(S2)C=CC=C1)=O)C=1C=NC=CC1